3-(2H-1-benzopyran-3-yl)-2-propenoic chloride O1CC(=CC2=C1C=CC=C2)C=CC(=O)Cl